NCC(C#CC1(CC1)N(C(OC(C)(C)C)=O)CC)O tert-butyl N-[1-(4-amino-3-hydroxybut-1-yn-1-yl)cyclopropyl]-N-ethylcarbamate